C(C)OC(CC1CN(C1)C1=C(C=C(C=C1F)N)F)=O 2-[1-(4-amino-2,6-difluoro-phenyl)azetidin-3-yl]Acetic acid ethyl ester